N'-acetyl-4-amino-N'-ethyl-7-fluoro-1-methyl-N-[[5-(trifluoromethyl)-2-pyridyl]methyl]pyrazolo[4,3-c]quinoline-8-carbohydrazide C(C)(=O)N(N(C(=O)C1=CC=2C3=C(C(=NC2C=C1F)N)C=NN3C)CC3=NC=C(C=C3)C(F)(F)F)CC